((S)-1-hydroxyethyl)benzamide methyl-6-((1-(5-aminopentyl)-5-((4-methylpiperazin-1-yl)methyl)-1H-benzo[d]imidazol-2-yl)carbamoyl)picolinate COC(C1=NC(=CC=C1)C(NC1=NC2=C(N1CCCCCN)C=CC(=C2)CN2CCN(CC2)C)=O)=O.O[C@@H](C)C2=C(C(=O)N)C=CC=C2